(R)-styryl-propionyl-methanol C(=CC1=CC=CC=C1)[C@@H](O)C(CC)=O